C(#N)C=1C=CC(=NC1)N1CCN(CC1)CC(=O)O 2-(4-(5-cyanopyridin-2-yl)piperazin-1-yl)acetic acid